(1-(3,4-dimethyl-2-phenyl-2H-pyrazolo[3,4-d]pyridazin-7-yl)piperidin-4-yl)(4-ethylpiperazin-1-yl)methanone CC=1N(N=C2C(=NN=C(C21)C)N2CCC(CC2)C(=O)N2CCN(CC2)CC)C2=CC=CC=C2